C1(=CC(=CC(=C1)CN)CN)CN Benzene-1,3,5-triyltrimethanamine